ClC=1C(=NC(=NC1)NC1=CC(=C(C=C1)N1CCN(CC1)C1CCN(CC1)C)C)C(=O)NC1=C(C=CC=C1OC)C#N 5-chloro-N-(2-cyano-6-methoxyphenyl)-2-((3-methyl-4-(4-(1-methylpiperidin-4-yl)piperazin-1-yl)phenyl)amino)pyrimidine-4-carboxamide